(S)-2-(5-amino-5,7-dihydro-spiro[cyclopenta[b]pyridin-6,4'-piperidin]-1'-yl)-6-methylpyrimidine-4-carbonitrile N[C@@H]1C=2C(=NC=CC2)CC12CCN(CC2)C2=NC(=CC(=N2)C#N)C